CC1=C(N=NN1C1CCNCC1)C1=CC=2N(C(=C1)OC(C)C1=NC=C(C=C1)C)C(=CN2)C#N 7-[5-methyl-1-(4-piperidyl)triazol-4-yl]-5-[1-(5-methyl-2-pyridyl)ethoxy]imidazo[1,2-a]pyridine-3-carbonitrile